(4-amino-6-chloropyridin-2-yl)(isoindolin-2-yl)methanone diallyl-cyclohexenedicarboxylate (diallyl-tetrahydrophthalate) C(C=C)C1(C(C(=O)O)(C=CCC1)CC=C)C(=O)O.C(C=C)OC(=O)C1(C=CCCC1)C(=O)OCC=C.NC1=CC(=NC(=C1)Cl)C(=O)N1CC2=CC=CC=C2C1